Methyl (6-(((2-((2-methyl-2-azabicyclo[2.2.1]heptan-5-yl)methoxy)pyridin-4-yl)methyl)amino)isoquinolin-1-yl)carbamate CN1C2CC(C(C1)C2)COC2=NC=CC(=C2)CNC=2C=C1C=CN=C(C1=CC2)NC(OC)=O